2-[4-[4-(3-Methylpyrazol-1-yl)benzoyl]piperazin-1-yl]-3H-quinazolin-4-one CC1=NN(C=C1)C1=CC=C(C(=O)N2CCN(CC2)C2=NC3=CC=CC=C3C(N2)=O)C=C1